[OH-].[Na+].BrCCCBr 1,3-dibromopropane sodium hydroxide